(R)-4-(2-Amino-4-((1-hydroxy-2-methylhexan-2-yl)amino)quinazolin-7-yl)-5-(((2-Methoxyethyl)(methyl)amino)methyl)pyridin-2(1H)-one NC1=NC2=CC(=CC=C2C(=N1)N[C@@](CO)(CCCC)C)C1=CC(NC=C1CN(C)CCOC)=O